The molecule is a fifteen-membered glycopeptide comprising glycyl, 3-(1,3-thiazol-4-yl)alanyl, alanyl, glycyl, phenylalanyl, (5R)-5-(beta-D-galactopyranosyloxy)lysyl, glycyl. alpha-glutamyl, glutaminyl, glycyl, prolyl, lysyl, glycyl, alpha-glutamyl and threonine residues coupled in sequence. C[C@H]([C@@H](C(=O)O)NC(=O)[C@H](CCC(=O)O)NC(=O)CNC(=O)[C@H](CCCCN)NC(=O)[C@@H]1CCCN1C(=O)CNC(=O)[C@H](CCC(=O)N)NC(=O)[C@H](CCC(=O)O)NC(=O)CNC(=O)[C@H](CC[C@H](CN)O[C@H]2[C@@H]([C@H]([C@H]([C@H](O2)CO)O)O)O)NC(=O)[C@H](CC3=CC=CC=C3)NC(=O)CNC(=O)[C@H](C)NC(=O)[C@H](CC4=CSC=N4)NC(=O)CN)O